2-(5-bromopyridin-3-yl)propionic acid BrC=1C=C(C=NC1)C(C(=O)O)C